C1(=CC=CC=C1)C#CC1=C(C=O)C=C(C=C1)C#N 2-(phenylethynyl)-5-cyanobenzaldehyde